N[C@H](C(=O)N[C@H](C(=O)OC)C[C@H]1C(NCC1)=O)CC(C)C methyl (2S)-2-[[(2S)-2-amino-4-methyl 1-pentanoyl]amino]-3-[(3S)-2-oxopyrrolidin-3-yl]propanoate